C1=CC=CC=2C=3C(C=CCC3NC12)=O carbazol-5(8H)-one